2-oxo-1,2-dihydro-1,8-naphthyridine-3-carbonitrile O=C1NC2=NC=CC=C2C=C1C#N